1,2-difluoro-3-methyl-4-nitrobenzene FC1=C(C(=C(C=C1)[N+](=O)[O-])C)F